ClC1=C(C=C2C(=NC(=NC2=C1)C)N1CC(N(CC1)C(=O)OC(C)(C)C)C#N)C1=CC=C(C=C1)Cl tert-Butyl 4-(7-chloro-6-(4-chlorophenyl)-2-methylquinazolin-4-yl)-2-cyanopiperazine-1-carboxylate